(R)-1-(4-(2-(3,4-dimethoxyphenyl)-3-isopropyl-1H-indol-5-yl)piperidin-1-yl)-2-(3-(4-(2-hydroxyethyl)piperidine-1-carbonyl)piperidin-1-yl)ethan-1-one COC=1C=C(C=CC1OC)C=1NC2=CC=C(C=C2C1C(C)C)C1CCN(CC1)C(CN1C[C@@H](CCC1)C(=O)N1CCC(CC1)CCO)=O